4,6-dimethoxy-N-(7-(trifluoromethyl)spiro[chromeno[4,3-d]thiazole-4,1'-cyclohexan]-2-yl)pyrimidine-5-carboxamide COC1=NC=NC(=C1C(=O)NC=1SC2=C(N1)C=1C=CC(=CC1OC21CCCCC1)C(F)(F)F)OC